1-heptadecylpyridinium C(CCCCCCCCCCCCCCCC)[N+]1=CC=CC=C1